CS(=O)(=O)O.N1(N=CC=C1)CC1=CC(=CC=C1)[N+](=O)[O-] 4-((1H-pyrazol-1-yl)methyl)-2-nitrobenzol methanesulfonate